2-(2-isopropylphenyl)-7-[[4-[1-methyl-4-(trifluoromethyl)imidazol-2-yl]piperazin-1-yl]methyl]-5H-pyrrolo[3,2-d]pyrimidine C(C)(C)C1=C(C=CC=C1)C=1N=CC2=C(N1)C(=CN2)CN2CCN(CC2)C=2N(C=C(N2)C(F)(F)F)C